C(C)[NH3+].C(C1=CC=CC=C1)C(CCCCCCCCCCCCCCCCC[N-]CCCCCCCCCCCCCCCCCC)CC1=CC=CC=C1 dibenzyl-dioctadecylamide ethyl-ammonium salt